C(C=C)C1OC(=O)C2=CC=CC=C12 allylphthalide